(6R)-9-fluoro-2,11,17,20,21,24-hexaazapentacyclo[16.5.2.02,6.07,12.021,25]pentacosane-1(24),7,9,11,18(25),19,22-heptaene-16-one FC=1C=C2[C@H]3CCCN3C=3C=CN4N=CC(NC(CCCC2=NC1)=O)=C4N3